((2r,5r)-5-(8-amino-1-(4-(2,3-difluorophenoxy)phenyl)imidazo[1,5-a]pyrazin-3-yl)tetrahydro-2H-pyran-2-yl)methanol NC=1C=2N(C=CN1)C(=NC2C2=CC=C(C=C2)OC2=C(C(=CC=C2)F)F)[C@H]2CC[C@@H](OC2)CO